NC=1C(=C(C=C2C=C(N=CC12)NC(=O)[C@H]1[C@@H]([C@H]1C)C=1C=NN(C1)CCO)C=1C=NC=CC1C)F (1R,2R,3R)-N-(8-amino-7-fluoro-6-(4-methylpyridin-3-yl)isoquinolin-3-yl)-2-(1-(2-hydroxyethyl)-1H-pyrazol-4-yl)-3-methylcyclopropanecarboxamide